C(C#CCCCC)OC(CCC(=O)OCCCCCCBr)OCC#CCCCC 6-bromohexyl 4,4-bis(hept-2-yn-1-yloxy)butanoate